C1(=CC=CC=C1)N(C(=O)Cl)C1=CC=CC=C1 N,N-diphenyl-chloroformamide